C(CC)OC(C(CC(=O)OCCC)=CC1=CC(=CC=C1)OCCCC)=O 3-butoxybenzylidenesuccinic acid dipropyl ester